3-[4-methyl-3-(pyridin-4-yl)-1H-pyrazol-5-yl]urea CC=1C(=NNC1NC(N)=O)C1=CC=NC=C1